N-[6-(2,2-difluoroethoxy)-5-fluoro-2-methoxy-3-pyridinyl]-8-keto-7-methyl-2,7-naphthyridine-4-sulfonamide FC(COC1=C(C=C(C(=N1)OC)NS(=O)(=O)C1=CN=CC=2C(N(C=CC12)C)=O)F)F